C(C)OC(CC(Cl)OCC)Cl 1,3-diethoxy-1,3-dichloropropane